ClC1=CC(=C(C=C1)C=1C=NC(=NC1)C1CN(C1)C(=O)N1C[C@H](CC1)C(=O)N)F (3S)-1-[3-[5-(4-chloro-2-fluoro-phenyl)pyrimidin-2-yl]azetidine-1-carbonyl]pyrrolidine-3-carboxamide